ClC1=CC=C2C(=N1)C(=CN2)NC2=NC1=C(N2)C=C(C(=C1)F)F N-(5-Chloro-1H-pyrrolo[3,2-b]pyridin-3-yl)-5,6-difluoro-1H-benzo[d]imidazol-2-amine